p-tert-butylphenylmagnesium bromide C(C)(C)(C)C1=CC=C(C=C1)[Mg]Br